O=C1CCC2(CCN(C2)C(=O)OC(C)(C)C)C1 tert-butyl 8-oxo-2-azaspiro[4.4]nonane-2-carboxylate